6-chloro-5-[2-fluoro-4-[1-(hydroxymethyl)cyclopropyl]phenyl]-3-[hydroxy-(3-methylisoxazol-5-yl)methylene]indolin-2-one ClC1=C(C=C2C(C(NC2=C1)=O)=C(C1=CC(=NO1)C)O)C1=C(C=C(C=C1)C1(CC1)CO)F